OC1=CC=C2NC=C(CCN(CCC)CCC)C2=C1 5-hydroxy-N,N-dipropyltryptamine